4-(2-Amino-2-methylpropanoyl)-N-(1-(4-(2-(((trans-3-aminocyclobutyl)methyl)(ethyl)amino)propyl)phenyl)-2-oxo-1,2-dihydropyrimidin-4-yl)piperazine-1-carboxamide hydrochloride salt Cl.NC(C(=O)N1CCN(CC1)C(=O)NC1=NC(N(C=C1)C1=CC=C(C=C1)CC(C)N(CC)C[C@@H]1C[C@H](C1)N)=O)(C)C